BrC=1N=C(C=2N(C1)C=NN2)CC2=C(C=CC=C2)F 6-bromo-8-(2-fluorobenzyl)-[1,2,4]triazolo[4,3-a]pyrazine